1-(3-chloro-4-methoxyphenyl)-3-(4-methoxyphenyl)-1,3-propanedione ClC=1C=C(C=CC1OC)C(CC(=O)C1=CC=C(C=C1)OC)=O